(R)-5-(3-chloro-4-hydroxybenzamido)-N-(2-hydroxy-1-phenylethyl)thiazole-4-carboxamide ClC=1C=C(C(=O)NC2=C(N=CS2)C(=O)N[C@@H](CO)C2=CC=CC=C2)C=CC1O